C(C=C)(=O)OOC1=C(C=CC=C1)CCO hydroxyethylphenoxy acrylate